C(N)(OC1CC=C[C@@H](C(NC=2C=NN(C2C=2C=CN=C1C2)C(F)F)=O)C)=O ((S)-3-(difluoromethyl)-9-methyl-8-oxo-3,4,7,15-tetraazatricyclo[12.3.1.02,6]octadeca-1(18),2(6),4,10,14,16-hexaen-13-yl) carbamate